FC=1C=C(C=CC1)C=1C(=NN(C1C(=O)O)C=1SC(=C(N1)C1=CC=C(C=C1)C(F)(F)F)SC(C)C)OC 4-(3-fluorophenyl)-1-(5-(isopropylthio)-4-(4-(trifluoromethyl)phenyl)thiazol-2-yl)-3-methoxy-1H-pyrazole-5-carboxylic acid